N-[5-({3-[5-(Acetyl-hydroxy-amino)-pentylcarbamoyl]-propionyl}-hydroxy-amino)-pentyl]-N'-hydroxy-N'-{5-[3-(4-isothiocyanato-phenyl)-thioureido]-pentyl}-succinamide C(C)(=O)N(CCCCCNC(=O)CCC(=O)N(CCCCCNC(CCC(=O)N(CCCCCNC(=S)NC1=CC=C(C=C1)N=C=S)O)=O)O)O